C(#N)CS(=O)(=O)N[C@H]1COC2=C1C=CC(=C2)C=2C1=C(N=C(N2)N2[C@H]([C@@H](C2)O)C)C(CC1)(F)F 1-cyano-N-((R)-6-(7,7-difluoro-2-((2S,3R)-3-hydroxy-2-methylazetidin-1-yl)-6,7-dihydro-5H-cyclopenta[d]pyrimidin-4-yl)-2,3-dihydrobenzofuran-3-yl)methanesulfonamide